C(CCC)N(C1=NC2=CC=CC=C2C=C1C=1NC=2C=CN=C(C2C(C1)=O)C(=O)N)CC 2-[2-[butyl(ethyl)amino]-3-quinolyl]-4-oxo-1H-1,6-naphthyridine-5-carboxamide